trans-4-aminoadamantane NC1C2CC3CC(CC1C3)C2